FC(C1=NN=C(S1)N)(F)F 5-(trifluoromethyl)-1,3,4-thiadiazol-2-amine